N=1SN=C2C1C(=CC=C2C=2C=CC=C1C=CC=C(C21)C2=CC(=C(C(=O)N[C@H](C)C1=CC=CC=C1)C(=C2)C)C)C=2C=CC=C1C=CC=C(C21)C2=CC(=C(C(=O)N[C@H](C)C1=CC=CC=C1)C(=C2)C)C 4,4'-(benzo[c][1,2,5]thiadiazole-4,7-diylbis(naphthalene-8,1-diyl))bis(2,6-dimethyl-N-((R)-1-phenylethyl)benzamide)